((2-(2-methyl-[1,1'-biphenyl]-3-yl)-6-(methylthio)benzo[d]oxazol-5-yl)methyl)-L-alanine CC1=C(C=CC=C1C=1OC2=C(N1)C=C(C(=C2)SC)CN[C@@H](C)C(=O)O)C2=CC=CC=C2